1-(5-(6-chloro-7-fluoro-3-(1H-imidazol-1-yl)-5-methoxy-1-methyl-1H-indol-2-yl)-4H-1,2,4-triazol-3-yl)-N-(2-methoxyethyl)-N-methylethan-1-amine ClC1=C(C=C2C(=C(N(C2=C1F)C)C=1NC(=NN1)C(C)N(C)CCOC)N1C=NC=C1)OC